4-(6-bromo-2-pyridinyl)thiazol-2-amine BrC1=CC=CC(=N1)C=1N=C(SC1)N